C1CC1CCC(C2=CC=C(C=C2)C#N)(C3=CC(=C(C=C3)F)NC(=O)C4=CC(=NN4C5=CC6=C(C=C5)C=CN=C6N)C(F)(F)F)N (+)-N-(5-(1-amino-1-(4-cyanophenyl)-3-cyclopropylpropyl)-2-fluorophenyl)-1-(1-aminoisoquinolin-7-yl)-3-(trifluoromethyl)-1H-pyrazole-5-carboxamide